FC1(CCN(CCC1)C1=NC2=CC(=CC=C2C=C1C(=O)NC=1OC(=CN1)C(=O)O)F)F 2-(2-(4,4-difluoroazepan-1-yl)-7-fluoroquinoline-3-carboxamido)oxazole-5-carboxylic acid